((1R,2S,4S,6R)-2-(methoxymethyl)-6-methyl-3-oxoquinuclidin-2-yl)methyl (((2S,6R)-2-(methoxymethyl)-6-methyl-3-oxoquinuclidin-2-yl)methyl) phenyl phosphate P(=O)(OC[C@@]1(N2[C@@H](C[C@@H](C1=O)CC2)C)COC)(OC[C@@]2(N1[C@@H](CC(C2=O)CC1)C)COC)OC1=CC=CC=C1